BrC1=CC=C(/C=C/C2=CC=C(N(C3=CC=C(C=C3)OC)C3=CC=C(C=C3)OC)C=C2)C=C1 (E)-4-(4-bromostyryl)-N,N-bis(4-methoxyphenyl)aniline